CN1C(C(=C(C2=CC=CC=C12)C1=CC=CC=C1)C(\C=C\C1=NC=CC=C1)=O)=O 1-methyl-4-phenyl-3-[(2E)-3-(pyridin-2-yl)prop-2-enoyl]-1,2-dihydroquinolin-2-one